4-(4-(thieno[2,3-c]pyridin-4-yl)thiophen-2-yl)-4-oxobutyric acid S1C=CC=2C1=CN=CC2C=2C=C(SC2)C(CCC(=O)O)=O